6-Bromo-4-[(1R)-1-cyclobutylethoxy]pyrazolo[1,5-a]pyridine-3-carbonitrile BrC=1C=C(C=2N(C1)N=CC2C#N)O[C@H](C)C2CCC2